C(#N)C1=C(CN(C(=O)C2(CCNCC2)C)CC(NC=2C=C3C[C@]4(C(NC5=NC=CC=C54)=O)CC3=CC2)=O)C=CC=C1 (R)-N-(2-cyanobenzyl)-4-methyl-N-(2-oxo-2-((2'-oxo-1,1',2',3-tetrahydrospiro[indene-2,3'-pyrrolo[2,3-b]pyridin]-5-yl)amino)ethyl)piperidine-4-carboxamide